6-(2-((4-Amino-3-(4-hydroxyphenyl)-1H-pyrazolo[3,4-d]pyrimidin-1-yl)methyl)-3-(2-chlorobenzyl)-4-oxo-3,4-dihydroquinazolin-5-yl)-N,N-bis(2-methoxyethyl)hex-5-ynamide NC1=C2C(=NC=N1)N(N=C2C2=CC=C(C=C2)O)CC2=NC1=CC=CC(=C1C(N2CC2=C(C=CC=C2)Cl)=O)C#CCCCC(=O)N(CCOC)CCOC